N-(1-benzyl-4-phenylpiperidin-4-yl)acetamide C(C1=CC=CC=C1)N1CCC(CC1)(C1=CC=CC=C1)NC(C)=O